N-benzo[d]thiazol-2-yl-N''-(cyclohexylcarbonyl)-guanidine S1C(=NC2=C1C=CC=C2)NC(=NC(=O)C2CCCCC2)N